N-(3-(6-(4-(3-(2-(dimethylamino)ethyl)ureido)phenyl)-1H-benzo[d]imidazol-1-yl)phenyl)propane-1-sulfonamide CN(CCNC(NC1=CC=C(C=C1)C=1C=CC2=C(N(C=N2)C=2C=C(C=CC2)NS(=O)(=O)CCC)C1)=O)C